BrC1=CC=C2C(=N1)NC(=C2)C2=NC=1C=C(C=C3OCCN2C13)C(=O)OC methyl 2-(6-bromo-1H-pyrrolo[2,3-b]pyridin-2-yl)-3,4-dihydro-5-oxa-1,2a-diazaacenaphthylene-7-carboxylate